6-(4-amino-2,6-dichlorophenoxy)-2-methyl-3,4-dihydroisoquinolin-1(2H)-one NC1=CC(=C(OC=2C=C3CCN(C(C3=CC2)=O)C)C(=C1)Cl)Cl